dimethylhexadecyl(3-trimethoxysilyl-propyl)-ammonium C[N+](CCC[Si](OC)(OC)OC)(CCCCCCCCCCCCCCCC)C